8H-pyrazolo[5,1-a]isoindole N1=CC=C2N1CC=1C=CC=CC21